ClC=1C=C(NC2(CCC3(C(CC4=CC=CC=C34)CCCOC3=C(C=NC=C3)F)CC2)C(=O)O)C=CC1 (1r,4r)-4-(3-chloroanilino)-2'-{3-[(3-fluoropyridin-4-yl)oxy]propyl}-2',3'-dihydrospiro[cyclohexane-1,1'-indene]-4-carboxylic acid